C(C)OCCSCCC(=O)O 3-[(2-ethoxyethyl)thio]propanoic acid